C(C=C)OC(=O)N[C@H]1CSC2=C(N(C1=O)CC1=CC=C(C=C1)Cl)C=C(C(=C2)F)C(=O)O (3R)-3-(allyloxycarbonylamino)-5-[(4-chlorophenyl)methyl]-8-fluoro-4-oxo-2,3-dihydro-1,5-benzothiazepine-7-Carboxylic acid